2-methyl-6,6-bis(4-sulfonatobutyl)-9,12,15-trioxa-6-aza-2-silaoctadecan-6-ium-18-oate C[SiH](C)CCC[N+](CCOCCOCCOCCC(=O)[O-])(CCCCS(=O)(=O)[O-])CCCCS(=O)(=O)[O-]